N6-(2-aminoethyl)-N4-[1-(3-chloro-4-methoxyphenyl)ethyl]-1-methyl-1H-pyrazolo[3,4-d]pyrimidine-4,6-diamine NCCNC1=NC(=C2C(=N1)N(N=C2)C)NC(C)C2=CC(=C(C=C2)OC)Cl